7-chloro-N-(5-(3-(2,2-dimethylpyrrolidin-1-yl)propanamido)-2-methylpyridin-3-yl)-[1,2,4]triazolo[4,3-a]pyridine-3-carboxamide ClC1=CC=2N(C=C1)C(=NN2)C(=O)NC=2C(=NC=C(C2)NC(CCN2C(CCC2)(C)C)=O)C